CSC1=C(OCC2=CC(=NC=C2)C2=CC(=C(C(=O)N)C=C2)C)C=CC=C1 4-{4-[2-(Methylsulfanyl)Phenoxymethyl]Pyridin-2-yl}-2-Methyl-Benzamide